2-((2S,4R)-5-chloro-6-fluoro-2-phenyl-2-((S)-pyrrolidin-2-yl)-2,3-dihydrobenzofuran-4-yl)-3-fluoro-4-(2-hydroxyethoxy)benzamide ClC=1C(=CC2=C(C[C@@](O2)([C@H]2NCCC2)C2=CC=CC=C2)C1C1=C(C(=O)N)C=CC(=C1F)OCCO)F